8-Bromoimidazo[1,2-a]pyridine BrC=1C=2N(C=CC1)C=CN2